2,8-di(hydroxymethyl)-dibenzo[b,d]thiophene OCC1=CC2=C(SC3=C2C=C(C=C3)CO)C=C1